Cl.Cl.ClC=1C(=C2C(=NC1)N(C=N2)C/C=C/[C@H]2NCCC[C@@H]2O)C (2R,3S)-2-((E)-3-(6-chloro-7-methyl-3H-imidazo[4,5-b]pyridin-3-yl)prop-1-en-1-yl)piperidin-3-ol dihydrochloride